C(CCC)OCOCC/C=C/CC[Mg]Br (3E)-6-(butoxymethoxy)-3-hexenylmagnesium bromide